C(C)(C)C1=C(C(=CC=C1)C(C)C)C=1C=C2C=CN=CC2=CC1 6-(2,6-diisopropylphenyl)isoquinoline